NC=1N=NC(=CC1N1CC(C1)OC1=CC=C(C=C1)C(=O)N1CCNCC1)C1=C(C=CC=C1)O [4-[1-[3-amino-6-(2-hydroxyphenyl)pyridazin-4-yl]azetidin-3-yl]oxyphenyl]-piperazin-1-yl-methanone